FC(CN1C=NC2=C1C=C(C=C2)C=2C(=CN1N=C(N=C(C12)OC)N[C@H]1[C@@H](CN(CC1)C1COC1)F)F)F 5-(1-(2,2-difluoroethyl)-1H-benzo[d]imidazol-6-yl)-6-fluoro-N-((3R,4R)-3-fluoro-1-(oxetan-3-yl)piperidin-4-yl)-4-methoxypyrrolo[2,1-f][1,2,4]triazin-2-amine